FC1=CC=CC=2N=C(NC21)C=2N=NSC2C 4-(4-fluoro-benzoimidazol-2-yl)-5-methyl-1,2,3-thiadiazole